BrC=1C(=NC(=NC1)NC=1C(=NN(C1)C1CCN(CC1)C)C([2H])([2H])[2H])NCCCN1C(CCCC1)=O 1-(3-((5-bromo-2-((3-methyl-d3-1-(1-methylpiperidin-4-yl)-1H-pyrazol-4-yl)amino)pyrimidin-4-yl)amino)propyl)piperidin-2-one